n-Hexyllaurat C(CCCCC)OC(CCCCCCCCCCC)=O